2-(2,6-dichloro-4-morpholinobenzoylamino)propionic acid methyl ester COC(C(C)NC(C1=C(C=C(C=C1Cl)N1CCOCC1)Cl)=O)=O